[I-].CC=1C=C(C=CC1)[NH3+] (3-methylphenyl)azanium iodide